4-[3-hydroxy-2-oxo-1-[[4-[2-(trifluoromethyl)-4-pyridyl]phenyl]methyl]indolin-3-yl]benzenesulfonamide OC1(C(N(C2=CC=CC=C12)CC1=CC=C(C=C1)C1=CC(=NC=C1)C(F)(F)F)=O)C1=CC=C(C=C1)S(=O)(=O)N